(2-(2-(6-(METHOXYMETHOXY)PYRIDIN-3-YL)THIAZOL-4-YL)ACETYL)GLYCINE COCOC1=CC=C(C=N1)C=1SC=C(N1)CC(=O)NCC(=O)O